COC=1C(=NN2C1CN(CCC2)C(=O)OC(C)(C)C)C(NC)=O tert-butyl 3-methoxy-2-(methylcarbamoyl)-7,8-dihydro-4H-pyrazolo[1,5-a][1,4]diazepine-5(6H)-carboxylate